C1=CC=CC=2C3=CC=CC=C3C(C12)COC(=O)N[C@@H](CC1=NC=NC=C1C)C(=O)O N-{[(9H-fluoren-9-yl)methoxy]carbonyl}-3-(5-methylpyrimidin-4-yl)-L-alanine